2-((Benzo[d]thiazol-5-ylmethyl)(cyclopropylmethyl)amino)-2-oxoacetic acid methyl ester COC(C(=O)N(CC1CC1)CC=1C=CC2=C(N=CS2)C1)=O